6-(1,2,4-triazol-1-yl)-2-[[1-[3-(trifluoromethyl)-[1,2,4]triazolo[4,3-b]pyridazin-6-yl]piperidin-4-yl]methyl]pyridazin-3-one N1(N=CN=C1)C=1C=CC(N(N1)CC1CCN(CC1)C=1C=CC=2N(N1)C(=NN2)C(F)(F)F)=O